CC=1C(=C(C=CC1C)OC1CC=CCC1)OCC methyl-1-(cyclohex-3-en-1-yloxy)-2-ethoxy-4-methylbenzene